NCC=1C=C(C=CC1)C=1C=C(C2=C(C(=CO2)COC2=C(C=CC=C2)CC(=O)O)C1)C1=CNC2=CC=CC=C12 2-(2-((5-(3-(aminomethyl)phenyl)-7-(1H-indol-3-yl)benzofuran-3-yl)methoxy)phenyl)acetic acid